3-(chlorosulfonyl)-1-methyl-1H-pyrazole-5-carboxylic acid ethyl ester C(C)OC(=O)C1=CC(=NN1C)S(=O)(=O)Cl